tert-butyl 2-(6-methyl-2-((4-(2-phenylacetamido)phenyl)amino)pyrimidin-4-yl)-5,8,11,14,17-pentaoxa-2-azaicosan-20-oate CC1=CC(=NC(=N1)NC1=CC=C(C=C1)NC(CC1=CC=CC=C1)=O)N(C)CCOCCOCCOCCOCCOCCC(=O)OC(C)(C)C